3-(1,4-dimethyl-1H-benzo[d][1,2,3]triazol-5-yl)-3-(3-(((R)-2-ethyl-2,3-dihydro-[1,4]oxazepino[7,6-b]quinolin-4(5H)-yl)methyl)-4-methylphenyl)-2,2-dimethylpropionic acid CN1N=NC2=C1C=CC(=C2C)C(C(C(=O)O)(C)C)C2=CC(=C(C=C2)C)CN2C[C@H](OC1=NC3=CC=CC=C3C=C1C2)CC